C(C(=C)C)(=O)CCC[Si](OC)(OC)OC 3-(methacryloyl)propyltrimethoxysilane